[Se+2].[Co+2].[Cu+2].C1(=CC(=CC(=C1)C(=O)[O-])C(=O)[O-])C(=O)[O-].C1(=CC(=CC(=C1)C(=O)[O-])C(=O)[O-])C(=O)[O-] benzene-1,3,5-triyl-tricarboxylate copper-cobalt-selenium